4-((7-(4,4-difluoropiperidin-1-yl)heptyl)thio)-2-(2,6-dioxopiperidin-3-yl)-5-fluoroisoindoline-1,3-dione FC1(CCN(CC1)CCCCCCCSC1=C2C(N(C(C2=CC=C1F)=O)C1C(NC(CC1)=O)=O)=O)F